COCOC=1C(=CC2=CN(N=C2C1)C)C1=NC2=CC=C(C=C2C=N1)N1C[C@H](N([C@@H](C1)C)C(=O)OC(C)(C)C)C tert-butyl (2R,6R)-4-{2-[6-(methoxymethoxy)-2-methylindazol-5-yl]quinazolin-6-yl}-2,6-dimethylpiperazine-1-carboxylate